ethyl phenyl glycidate CCOC(=O)C1C(O1)C2=CC=CC=C2